OC1=C(C=C(C=C1)C1OC2=C(OC1CO)C=CC(=C2)/C=C/C(=O)C2=C(C=C(C=C2O)O)O)OC (E)-3-[3-(4-Hydroxy-3-methoxyphenyl)-2-(hydroxymethyl)-2,3-dihydro-1,4-benzodioxin-6-yl]-1-(2,4,6-trihydroxyphenyl)prop-2-en-1-one